C(C#C)SCCC(=O)O 3-(PROP-2-YN-1-YLSULFANYL)PROPANOIC ACID